5-[7-[(1R,2R)-2-hydroxycyclohexyl]-5,6-dihydropyrrolo[2,3-c]pyridazin-3-yl]-6-methyl-benzofuran-4-ol O[C@H]1[C@@H](CCCC1)N1CCC2=C1N=NC(=C2)C2=C(C=C1C(C=CO1)=C2O)C